(5S)-5-[[[6-(2,3-Dichloro-4-pyridyl)-2-methoxy-3-pyridyl]-methylamino]-methyl]pyrrolidin-2-one ClC1=NC=CC(=C1Cl)C1=CC=C(C(=N1)OC)N(C)C[C@@H]1CCC(N1)=O